FC1=CC=C(C=C1)C=1NC(SC1)N/N=C/C=1N=C(C=2N(C3=CC=CC=C3C2C1)CC1=CC=CC=C1)C(C)C 4-(4-fluorophenyl)-2-(((E)-(9-benzyl-1-isopropyl-β-carbolin-3-yl)methylene)hydrazino)-2,3-dihydrothiazole